C(C)(=O)C1=C(SC=C1)C(=O)O acetylthiophene-2-carboxylic acid